(R)-2'-Chloro-N-(6-(3-hydroxyazetidine-1-carbonyl)-4,5,6,7-tetrahydrobenzo[d]thiazol-2-yl)-5'-methoxy-6-methyl-[4,4'-bipyridine]-3-carboxamide ClC1=NC=C(C(=C1)C1=C(C=NC(=C1)C)C(=O)NC=1SC2=C(N1)CC[C@H](C2)C(=O)N2CC(C2)O)OC